CC1(OC2=C(C(=C(C(=C2CC1)C)S(=O)(=O)N)C)C)C 2,2,5,7,8-Pentamethylchroman-6-sulfonamide